O1C(C1)COC=1C2=CC=CC=C2C(=C2C=CC=CC12)OCC1OC1 9,10-bis(oxiran-2-ylmethoxy)anthracene